BrC=1C=NN(C1)C=1C=NC(=CN1)Cl 3-(4-bromo-1H-pyrazol-1-yl)-6-chloropyrazine